(Z)-Methyl Heptadec-10-enoate C(CCCCCCCC\C=C/CCCCCC)(=O)OC